C(C)(C)(C)OC(=O)N1N=C(C=2C1=CN=CC2)NC(C2=CC=C(C=C2)N2CCN(CC2)C)=O 3-(4-(4-methylpiperazin-1-yl)benzamido)-1H-pyrazolo[3,4-c]pyridine-1-carboxylic acid tert-butyl ester